C1CCC2=C(C=3CCCC3C=C12)NC(=O)NS(=O)(=N)C1=CC=C(C=C1)C1N(CCC1)C N-((1,2,3,5,6,7-hexahydro-s-indacen-4-yl)carbamoyl)-4-(1-methylpyrrolidin-2-yl)benzenesulfonimidamide